F[C@@H]1CN(CC1)CCNC(=O)C1=CC=CN2C1=NC=1C3=C(C=CC1C2=O)C=CC=C3 (S)-N-(2-(3-fluoropyrrolidin-1-yl)ethyl)-7-oxo-7H-benzo[h]pyrido[2,1-b]quinazoline-12-carboxamide